tert-butyl 6-((1H-imidazol-1-yl)methyl)-4-bromoisoindoline-2-carboxylate N1(C=NC=C1)CC1=CC(=C2CN(CC2=C1)C(=O)OC(C)(C)C)Br